(4-Methoxyphenyl)methylhydrazine HCl Cl.COC1=CC=C(C=C1)CNN